4-(4-(4-(2-(2-aminopyridin-3-yl)-5-morpholino-3H-imidazo[4,5-b]pyridin-3-yl)benzyl)piperazine-1-carbonyl)-2-hydroxybenzaldehyde NC1=NC=CC=C1C1=NC=2C(=NC(=CC2)N2CCOCC2)N1C1=CC=C(CN2CCN(CC2)C(=O)C2=CC(=C(C=O)C=C2)O)C=C1